N-[3-Fluoro-4-[7-methoxy-6-[2-(methylamino)-2-oxoethyl]quinolin-4-yl]oxyphenyl]-5-(4-fluorophenyl)-4-hydroxy-6-methylpyridine-3-carboxamide FC=1C=C(C=CC1OC1=CC=NC2=CC(=C(C=C12)CC(=O)NC)OC)NC(=O)C=1C=NC(=C(C1O)C1=CC=C(C=C1)F)C